[Na+].C(C=C)(=O)NC(CS(=O)(=O)[O-])(C)C 2-Acrylamido-2-methyl-1-propanesulfonic acid sodium salt